OC=1C=C2CC[C@@H]([C@@H](C2=CC1)C1=CC=C(C=C1)N1CCC(CC1)C(=O)N1CCC(CC1)N1CCN(CC1)C1=CC=C(C=C1)N1C(NC(CC1)=O)=O)C1=CC=CC=C1 1-(4-(4-(1-(1-(4-((1R,2S)-6-hydroxy-2-phenyl-1,2,3,4-tetrahydronaphthalen-1-yl)phenyl)piperidine-4-carbonyl)piperidin-4-yl)piperazin-1-yl)phenyl)dihydropyrimidine-2,4(1H,3H)-dione